1,1,1,3,3,3-hexafluoropropan-2-yl (±)-1-(phenylcarbamoyl)-6-azaspiro[2.5]octane-6-carboxylate C1(=CC=CC=C1)NC(=O)[C@@H]1CC12CCN(CC2)C(=O)OC(C(F)(F)F)C(F)(F)F |r|